ethyl 2-(3-oxa-7,9-diazabicyclo[3.3.1]nonan-7-yl)-7-(1H-pyrazol-1-yl)benzo[d]oxazole-5-carboxylate C12COCC(CN(C1)C=1OC3=C(N1)C=C(C=C3N3N=CC=C3)C(=O)OCC)N2